(S)-N-(1-((3-chloropyridin-2-yl)oxy)prop-2-yl)quinazolin-4-amine ClC=1C(=NC=CC1)OC[C@H](C)NC1=NC=NC2=CC=CC=C12